Methyl-5-(1-(3-(3-(but-3-yn-1-yl)-3H-diazirin-3-yl)propanoyl)piperidin-2-yl)-1,3,4-thiadiazole-2-carboxylate COC(=O)C=1SC(=NN1)C1N(CCCC1)C(CCC1(N=N1)CCC#C)=O